17,18-epoxy-eicosatrienoic acid C(C=CC=CC=CCCCCCCCCCC1C(CC)O1)(=O)O